(S)-4-(6-aminopyridazin-3-yl)-2-methyl-3,6-dihydropyridine-1(2H)-carboxylic acid tert-butyl ester C(C)(C)(C)OC(=O)N1[C@H](CC(=CC1)C=1N=NC(=CC1)N)C